Cl.ClC1=CC(=C2C(=N1)C(=CS2)O)NCC=2SC=CC2 5-chloro-7-{[(thiophen-2-yl)methyl]amino}thieno[3,2-b]pyridin-3-ol hydrochloride